[N+](=O)([O-])C1=C(C=CC=C1[N+](=O)[O-])NN 2,3-dinitrophenylhydrazine